2,2-DICHLOROPROPANE ClC(C)(C)Cl